C(C1=CC=CC=C1)N1C(N=C(C2=C1N=C(C=C2)C(F)(F)F)NC)=O 1-benzyl-4-(methylamino)-7-(trifluoro-methyl)pyrido[2,3-d]pyrimidin-2(1H)-one